CC=1N(C(=CC1)C)C1=NN=C(S1)N1N=CC=C1NC(C)=O N-{2-[5-(2,5-dimethylpyrrol-1-yl)-1,3,4-thiadiazol-2-yl]pyrazol-3-yl}acetamide